(S)-4-(1-(5-azaspiro[2.4]heptan-5-yl)ethyl)-N-(3-(3-((4-methyl-4H-1,2,4-triazol-3-yl)methyl)oxetan-3-yl)phenyl)-6-(trifluoromethyl)picolinamide C1CC12CN(CC2)[C@@H](C)C2=CC(=NC(=C2)C(F)(F)F)C(=O)NC2=CC(=CC=C2)C2(COC2)CC2=NN=CN2C